COC(=O)C1=CN(C(C=C1)=O)C methyl-6-oxo-1,6-dihydropyridine-3-carboxylic acid methyl ester